4-Fluoro-1-isopropyl-N-(1-(methylsulfonyl)piperidin-4-yl)-1H-[1,2,3]triazolo[4,5-h]quinazolin-8-amine FC1=CC=2C=NC(=NC2C2=C1N=NN2C(C)C)NC2CCN(CC2)S(=O)(=O)C